tert-butyl (Z)-3-(1-cyano-2-((cyanomethyl)(4-phenoxyphenyl)amino)vinyl)-pyrrolidine-1-carboxylate C(#N)\C(=C/N(C1=CC=C(C=C1)OC1=CC=CC=C1)CC#N)\C1CN(CC1)C(=O)OC(C)(C)C